4-(2-chloro-9-(4-(1-isopropyl-4-(trifluoromethyl)-1H-imidazol-2-yl)benzyl)-9H-purin-8-yl)-3,5-dimethylisoxazole ClC1=NC=C2N=C(N(C2=N1)CC1=CC=C(C=C1)C=1N(C=C(N1)C(F)(F)F)C(C)C)C=1C(=NOC1C)C